C(#N)C1=CC(=C(C=C1)COC1=CC=CC(=N1)C1=CC(=C(C=C1C)CC(=O)NC1=C(C=C(C(=O)OC)C=C1)NC[C@H]1OCC1)F)F methyl 4-[[2-[4-[6-[(4-cyano-2-fluoro-phenyl)methoxy]-2-pyridyl]-2-fluoro-5-methyl-phenyl]acetyl]amino]-3-[[(2S)-oxetan-2-ylmethyl]amino]benzoate